tert-butyl (2S)-4-[(1-{1-[2-(2,6-dioxopiperidin-3-yl)-1-oxo-3H-isoindol-5-yl]piperidin-4-yl}piperidin-4-yl)methyl]-2-methylpiperazine-1-carboxylate O=C1NC(CCC1N1C(C2=CC=C(C=C2C1)N1CCC(CC1)N1CCC(CC1)CN1C[C@@H](N(CC1)C(=O)OC(C)(C)C)C)=O)=O